4-bromo-5-chloro-N-(oxacyclohex-4-yl)pyrimidin-2-amine BrC1=NC(=NC=C1Cl)NC1CCOCC1